2-aminobenzoselenazol hydrobromide Br.NC=1[Se]C2=C(N1)C=CC=C2